ClC1=CC=C(C=C1)C1=CC(=CC=C1)N(C1=NC=2N(C3=CC=CC=C13)C=NN2)C N-(4'-Chloro-[1,1'-biphenyl]-3-yl)-N-methyl-[1,2,4]triazolo[4,3-a]quinazolin-5-amine